C1(CC1)N1C(=NC2=NC=C(C=C21)C=2C=CN1N=CN=C(C12)N1CC(C1)O)C 1-(5-(1-cyclopropyl-2-methylimidazo[4,5-b]pyridin-6-yl)pyrrolo[2,1-f][1,2,4]triazin-4-yl)azetidin-3-ol